C(=O)(O)CNC(=O)C1=CNC=C1 1H-pyrrole-3-carboxylic acid (carboxymethyl)-amide